2'-(Prop-1-en-2-yloxy)-5,6-dihydro-[1,1'-biphenyl]-3(4H)-one C=C(C)OC1=C(C=CC=C1)C1=CC(CCC1)=O